N[C@H]1CN(CCC1)C(=O)C1=CC2=C(N(C(=N2)C=2N3CCC(NC4=CC=CC(C2)=C34)=O)C)C(=C1)OC 2-[5-[(3R)-3-aminopiperidine-1-carbonyl]-7-methoxy-1-methyl-benzimidazol-2-yl]-1,9-diazatricyclo[6.4.1.04,13]trideca-2,4(13),5,7-tetraen-10-one